(R)-N-(2,8-dimethylimidazo[1,2-a]pyrazin-6-yl)-4-(3-methylpiperazin-1-yl)-2,3-dihydro-1H-pyrrolo[2,3-b]pyridine-1-carboxamide formate C(=O)O.CC=1N=C2N(C=C(N=C2C)NC(=O)N2CCC=3C2=NC=CC3N3C[C@H](NCC3)C)C1